20-((2,5-dioxopyrrolidin-1-yl)oxy)-20-oxoicosanoic acid O=C1N(C(CC1)=O)OC(CCCCCCCCCCCCCCCCCCC(=O)O)=O